O=C1NC(CCC1N1C(C2=CC=C(C=C2C1=O)OCCOCCOCCOCCOCC)=O)=O 14-((2-(2,6-dioxopiperidin-3-yl)-1,3-dioxoisoindolin-5-yl)oxy)-3,6,9,12-tetraoxatetradecane